4-(1-(2-(6-(Trifluoromethyl)imidazo[1,2-a]pyrazin-3-yl)pyrimidin-4-yl)piperidin-3-yl)oxazole FC(C=1N=CC=2N(C1)C(=CN2)C2=NC=CC(=N2)N2CC(CCC2)C=2N=COC2)(F)F